1-(2-(4-((3-chloro-2-fluorophenyl)amino)pyrido[3,2-d]pyrimidin-6-yl)-2,6-diazaspiro[3.5]nonan-6-yl)prop-2-en-1-one ClC=1C(=C(C=CC1)NC=1C2=C(N=CN1)C=CC(=N2)N2CC1(C2)CN(CCC1)C(C=C)=O)F